Dimethylamino(methyl)phosphine CN(C)PC